COC1=CC=C(C=C1)CCC(C)NC(=O)NC=1C=C(C=CC1)C 1-(4-(4-methoxyphenyl)butan-2-yl)-3-(m-tolyl)urea